C(C1=CC=CC=C1)N1C(=NC2=C(C1=O)CN(CC2)C(=O)OCC2=CC=CC=C2)N(C)C benzyl 3-benzyl-2-dimethylamino-4-oxo-3,5,7,8-tetrahydropyrido[4,3-d]pyrimidine-6(4H)-carboxylate